(2S)-2-[2-chloro-4-(4-chlorophenoxy)phenyl]-2-hydroxy-3-(1,2,4-triazol-1-yl)propanoic acid ClC1=C(C=CC(=C1)OC1=CC=C(C=C1)Cl)[C@@](C(=O)O)(CN1N=CN=C1)O